CS(=O)(=O)N1C=2N(CC(C1)NC(C=C)=O)N=CC2C2=CC=C(C=C2)C(F)(F)F N-(4-(methylsulfonyl)-3-(4-(trifluoromethyl)phenyl)-4,5,6,7-tetrahydropyrazolo[1,5-a]pyrimidin-6-yl)acrylamide